N-(4-chloro-5-methylbenzo[d]isoxazol-3-yl)-5-ethyl-2-methoxybenzenesulfonamide ClC1=C(C=CC2=C1C(=NO2)NS(=O)(=O)C2=C(C=CC(=C2)CC)OC)C